NCC=1C2=CC=CC=C2C=C2C=CC=CC12 L-9-(aminomethyl)anthracene